methyl 2-(2-fluoro-4-hydroxyphenyl)acetate FC1=C(C=CC(=C1)O)CC(=O)OC